C1(CC1)C=1C=C(C=C2C(=CNC12)CCC1N(CCC2=CC(=C(C=C12)OCC)OC)C(=O)N1CCOCC1)OC (1-(2-(7-cyclopropyl-5-methoxy-1H-indol-3-yl)ethyl)-7-ethoxy-6-methoxy-3,4-dihydroisoquinolin-2(1H)-yl)(morpholinyl)methanone